3,10-bis[N-(dibenzothiophen-2-yl)-N-phenylamino]naphtho[2,3-b:6,7-b']bis-benzofuran C1=C(C=CC=2SC3=C(C21)C=CC=C3)N(C3=CC=CC=C3)C3=CC2=C(C1=C(O2)C=C2C=C4C(OC5=C4C=CC(=C5)N(C5=CC4=C(SC6=C4C=CC=C6)C=C5)C5=CC=CC=C5)=CC2=C1)C=C3